[C@H](C)(CC)[C@@H]1N(CC2=C(NC1=O)C=CC=C2)C([C@H](C)NC(C)=O)=O N-((S)-1-((S)-3-((S)-sec-butyl)-2-oxo-1,2,3,5-tetrahydro-4H-benzo[e][1,4]diazepin-4-yl)-1-oxopropan-2-yl)acetamide